2-bromobenzyl mercaptan BrC1=C(CS)C=CC=C1